C(C)NCCC[Si](OC)(OC)C gamma-(N-ethyl)aminopropylmethyldimethoxysilane